6-cyano-1-methyl-4-[4-(5-methyl-1,3-benzoxazol-2-yl)piperidin-1-yl]-2-oxo-7-({[(3S)-oxolan-3-yl]methyl}amino)-1,2-dihydroquinoline-3-carboxamide C(#N)C=1C=C2C(=C(C(N(C2=CC1NC[C@H]1COCC1)C)=O)C(=O)N)N1CCC(CC1)C=1OC2=C(N1)C=C(C=C2)C